4-chloro-1-(4-hydrazinylphenyl)-1H-pyrazole, hydrochloride salt Cl.ClC=1C=NN(C1)C1=CC=C(C=C1)NN